C(C)C1=NN(C=C1C=1C=C(C(=O)O)C=C(C1)F)C 3-(3-ethyl-1-methyl-1H-pyrazol-4-yl)-5-fluorobenzoic acid